FC=1C=NC=CC1[C@@H](C)N |r| (rac)-1-(3-fluoropyridin-4-yl)ethan-1-amine